tert-butyl 2-[1-[[2-[N-[(2R,4R)-1-cyano-4-methoxy-pyrrolidine-2-carbonyl]-4-(pentafluoro-λ6-sulfanyl)anilino]-2-(3-pyridyl)acetyl]amino]ethyl]piperidine-1-carboxylate C(#N)N1[C@H](C[C@H](C1)OC)C(=O)N(C1=CC=C(C=C1)S(F)(F)(F)(F)F)C(C(=O)NC(C)C1N(CCCC1)C(=O)OC(C)(C)C)C=1C=NC=CC1